ClC=1SC(=CN1)[C@H]1CSC2=[N+]1C(=C(C(N2C)=O)C2=CC=CC=C2)[O-] |r| racemic-3-(2-chlorothiazol-5-yl)-8-methyl-7-oxo-6-phenyl-2,3-dihydrothiazolo[3,2-a]pyrimidin-4-ium-5-olate